CN1N=C2C=CC(=CC2=C1)C1=CC2=C(N=C(S2)NC2CCNCC2)C=C1 6-(2-methyl-2H-indazol-5-yl)-N-(piperidin-4-yl)-1,3-benzothiazol-2-amine